(2,2,2-tribromoacetyl) pentanoate C(CCCC)(=O)OC(C(Br)(Br)Br)=O